FC1(C2CN(CC12)C1=CC=CC(=N1)C1=CN=C(N1)C1=C(C=C(C=C1)NS(=O)(=O)C)N1CCC2(CC2)CC1)F N-(4-(5-(6-(6,6-difluoro-3-azabicyclo[3.1.0]hexan-3-yl)pyridin-2-yl)-1H-imidazol-2-yl)-3-(6-azaspiro[2.5]octan-6-yl)phenyl)methanesulfonamide